C(C1=CC=CC=C1)N1N=C(N=C1F)Br 1-benzyl-3-bromo-5-fluoro-1,2,4-triazole